2-amino-3-(3,4-dihydroxyphenyl)acrylic acid NC(C(=O)O)=CC1=CC(=C(C=C1)O)O